3,6-Dimethyl-5-(trifluoromethyl)pyrazine-2-carboxylic acid CC=1C(=NC(=C(N1)C(F)(F)F)C)C(=O)O